hydroxyethylidenediphosphonic acid dipropyl ester C(CC)OP(OCCC)(=O)C(CO)P(O)(O)=O